2-[(5S)-5-methyl-2-(2-tetrahydropyran-4-yl-1,3-benzothiazol-5-yl)-1-piperidyl]-2-oxo-N-(1H-pyrazolo[4,3-c]pyridin-7-yl)acetamide C[C@H]1CCC(N(C1)C(C(=O)NC=1C2=C(C=NC1)C=NN2)=O)C=2C=CC1=C(N=C(S1)C1CCOCC1)C2